FC(C=1C=C(C=C(C1)OCC(F)(F)F)C1(CC1)NC(CC(C)(O)C1=CC=C(C=C1)F)=O)F N-(1-(3-(difluoromethyl)-5-(2,2,2-trifluoroethoxy)phenyl)cyclopropyl)-3-(4-fluorophenyl)-3-hydroxybutanamide